(E)-4-methyl-N'-(naphthalen-2-ylmethylene)benzenesulfonohydrazide CC1=CC=C(C=C1)S(=O)(=O)N/N=C/C1=CC2=CC=CC=C2C=C1